ClC=1C=C(C=C(C1)Cl)C1=CC(=CC(=C1)OC=1C=NC(=CC1)N1CCN(CC1)CCS(=O)(=O)C)CN1CCC(CC1)CNC(C)=O N-((1-((3',5'-dichloro-5-((6-(4-(2-(methylsulfonyl)ethyl)piperazin-1-yl)pyridin-3-yl)oxy)-[1,1'-biphenyl]-3-yl)methyl)piperidin-4-yl)methyl)acetamide